((tetrahydro-2H-pyran-4-yl)methyl)-2,6-diazaspiro[3.3]heptane O1CCC(CC1)CC1NCC12CNC2